(RS)-5-bromo-4-hydroxy-3,4-dihydroisoquinoline-2(1H)-carboxylic acid tert-butyl ester C(C)(C)(C)OC(=O)N1CC2=CC=CC(=C2[C@H](C1)O)Br |r|